CC1=CN=C(N1)C1=NC=CC(=C1)C=1C=NC=C(C1)N1CCOCC1 5-Methyl-2-(5-morpholin-4-yl-3,4'-bipyridin-2'-yl)-1H-imidazol